4,4,5,5-tetramethyl-2-[4-(trifluoromethyl)-1-cyclohexen-1-yl]-1,3,2-dioxaborolane CC1(OB(OC1(C)C)C1=CCC(CC1)C(F)(F)F)C